ClC=1C(=NC(=NC1)NC1=C(C=C(C=C1)N1CCC(CC1)NCC=1C=C2CN(C(C2=CC1)=O)C1C(NC(CC1)=O)=O)OC)NC1=C(C=CC=C1)P(=O)(C)C 3-(5-(((1-(4-((5-chloro-4-((2-(dimethylphosphoryl)phenyl)amino)pyrimidin-2-yl)amino)-3-methoxyphenyl)piperidin-4-yl)amino)methyl)-1-oxoisoindolin-2-yl)piperidine-2,6-dione